2'-chloro-N-(5-(6-chloro-4-methoxypicolinoyl)-5,6-dihydro-4H-pyrrolo[3,4-d]thiazol-2-yl)-5'-methoxy-6-methyl-[4,4'-bipyridine]-3-carboxamide ClC1=NC=C(C(=C1)C1=C(C=NC(=C1)C)C(=O)NC=1SC2=C(N1)CN(C2)C(C2=NC(=CC(=C2)OC)Cl)=O)OC